N1=C(C=CC=C1)CNCC1=NC=CC=C1 Bispicolylamin